CC=1N=C(SC1C)N1N(NC(=N1)C1=CC(=CC=C1)OCC(=O)O)S(=O)(=O)C1=CC=CC=C1 3-(4,5-dimethylthiazol-2-yl)-5-(3-carboxymethoxyphenyl)-2-(4-benzenesulfonyl)-2H-tetrazole